C(C1=CC=CC=C1)N(C=1SC(=C(N1)C1=CC(=C(C=C1)Cl)Cl)C(=O)NC)CCC(=O)NC 2-(benzyl-(3-(methylamino)-3-oxopropyl)amino)-4-(3,4-dichlorophenyl)-N-methylthiazole-5-carboxamide